CN([C@@H](C(C)C)C(=O)O)C(=O)OC(C)(C)C methyl(tert-butoxycarbonyl)-L-valine